(1S,4s)-4-(8-(2,6-dichloro-4-(trifluoromethyl)phenylamino)-2-((R)-tetrahydrofuran-3-ylamino)-9H-purin-9-yl)cyclohexanecarboxamide ClC1=C(C(=CC(=C1)C(F)(F)F)Cl)NC=1N(C2=NC(=NC=C2N1)N[C@H]1COCC1)C1CCC(CC1)C(=O)N